N-(2-((7-(2,6-dichloro-3,5-dimethoxyphenyl)-5-(((1-(2-methoxyethyl)-1H-pyrazol-4-yl)methyl)amino)-2,6-naphthyridin-3-yl)amino)-3-methylphenyl)acrylamide ClC1=C(C(=C(C=C1OC)OC)Cl)C1=NC(=C2C=C(N=CC2=C1)NC1=C(C=CC=C1C)NC(C=C)=O)NCC=1C=NN(C1)CCOC